C(C)(=O)C1=CC=CC(=N1)C=O 6-ACETYLPYRIDINE-2-CARBALDEHYDE